C(CCCCCCCC)[Mg]I nonylmagnesium iodide